C(C)(C)(C)O[Si](OC(C)(C)C)(OC(C)(C)C)CCCSSCCC[Si](OC(C)(C)C)(OC(C)(C)C)OC(C)(C)C bis(tri-t-butoxysilyl-propyl)disulfide